N-(6-(piperidin-4-yl)-1H-benzo[d]imidazol-2-yl)-6-(trifluoromethyl)quinolin-2-amine hydrochloride Cl.N1CCC(CC1)C=1C=CC2=C(NC(=N2)NC2=NC3=CC=C(C=C3C=C2)C(F)(F)F)C1